4,4'-bis[(4-anilino-6-morpholino-s-triazin-2-yl)amino]-2,2'-stilbenedisulfonic acid, sodium salt [Na+].N(C1=CC=CC=C1)C1=NC(=NC(=N1)N1CCOCC1)NC=1C=C(C(=CC1)C=CC=1C(=CC(=CC1)NC1=NC(=NC(=N1)NC1=CC=CC=C1)N1CCOCC1)S(=O)(=O)[O-])S(=O)(=O)[O-].[Na+]